C(C)(C)(C)OC(=O)N1C(C(CC1)O)C(=O)O 1-(tert-butoxycarbonyl)-3-hydroxypyrrolidine-2-carboxylic acid